sodium glycylglycine diazolate N1N=C(C=C1)C(=O)[O-].NCC(=O)NCC(=O)O.[Na+]